FC=1C=C(C=C(C1N1C(C2(N3C1=NC=C3C=O)CC2)=O)F)NC(=O)C2=NC=CC=C2 N-[3,5-difluoro-4-(3'-formyl-6'-oxo-spiro[cyclopropane-1,5'-imidazo[1,2-a]imidazole]-7'-yl)phenyl]pyridine-2-carboxamide